NC=1C(=NC=C(N1)N1CCC(CC1)(C)N)C=1C(=C(C=CC1)N1CCN(CC1)CC=1C(=C2C(N(C(C2=CC1)=O)C1C(NC(CC1)=O)=O)=O)Br)Cl 5-((4-(3-(3-amino-5-(4-amino-4-methylpiperidin-1-yl)pyrazin-2-yl)-2-chlorophenyl)piperazine-1-yl)methyl)-4-bromo-2-(2,6-dioxopiperidin-3-yl)isoindoline-1,3-dione